4-[4-({4-[6-(tert-butoxycarbonylamino-methyl)-pyridin-3-ylcarbamoyl]-bicyclo[2.2.2]octane-1-carbonyl}-amino)-phenyl]-3,6-dihydro-2H-pyridine-1-carboxylic acid tert-butyl ester C(C)(C)(C)OC(=O)N1CCC(=CC1)C1=CC=C(C=C1)NC(=O)C12CCC(CC1)(CC2)C(NC=2C=NC(=CC2)CNC(=O)OC(C)(C)C)=O